C(CCCC)C1=NC(=NC(=N1)CCCCC)C1=CC=C(C=C1)Cl 2,4-dipentyl-6-p-chlorophenyl-1,3,5-triazine